3-((4,4-difluorohexyl)oxy)-4-(1-(difluoromethyl)-1,2,5,6-tetrahydropyridin-3-yl)-1,2,5-thiadiazole FC(CCCOC1=NSN=C1C=1CN(CCC1)C(F)F)(CC)F